FC1=C(C=C(C=C1)F)[C@@H]1N(CCC1)C1=NC=2N(C=C1)N=CC2C(=O)NCCCC2=CC=C(C=C2)CCO 5-[(2R)-2-(2,5-difluorophenyl)pyrrolidin-1-yl]-N-[3-[4-(2-hydroxyethyl)phenyl]propyl]pyrazolo[1,5-a]pyrimidine-3-carboxamide